C(#N)C(C1=CN=CC2=CC=CC=C12)NC(=O)[C@@H]1[C@H]2C([C@H]2CN1C(=O)OC(C)(C)C)(C)C tert-butyl (1R,2S,5S)-2-[[cyano(4-isoquinolyl)methyl]carbamoyl]-6,6-dimethyl-3-azabicyclo[3.1.0]hexane-3-carboxylate